C1(=CC=CC=C1)OC(NC=1C=C2C=NC=NC2=CC1)=O quinazoline-6-carbamic acid phenyl ester